4-chloro-5-(2-hydroxyethyl)-2-((2-(trimethylsilyl)ethoxy)methyl)pyridazin-3(2H)-one ClC=1C(N(N=CC1CCO)COCC[Si](C)(C)C)=O